N-(3-((6-(6-methoxypyridin-3-yl)quinazolin-4-yl)amino)phenyl)acrylamide COC1=CC=C(C=N1)C=1C=C2C(=NC=NC2=CC1)NC=1C=C(C=CC1)NC(C=C)=O